5-(3-Ethoxy-3-oxopropyl)-4-methoxypyridine-2-carboxylic acid C(C)OC(CCC=1C(=CC(=NC1)C(=O)O)OC)=O